C(#N)CC1(CN(C1)C(=O)NCC)N1CCC2(CC1)C(N(C=1C2=C2C(=NC1)NC(=C2C2=CC=CC=C2)C=2C=NN(C2)C)C)=O 3-(cyanomethyl)-N-ethyl-3-(6-methyl-2-(1-methyl-1H-pyrazol-4-yl)-7-oxo-1-phenyl-6,7-dihydro-3H-spiro[dipyrrolo[2,3-b:3',2'-d]pyridine-8,4'-piperidin]-1'-yl)azetidine-1-carboxamide